tert-butyl 6-(2-amino-4-(tetrazol-1-yl)phenyl)-3,4-dihydropyridine-1(2H)-carboxylate NC1=C(C=CC(=C1)N1N=NN=C1)C1=CCCCN1C(=O)OC(C)(C)C